N1C(=NC2=C1C=CC=C2)CNC=2SC(=CN2)C(=O)N2CCC(CC2)N2C[C@@H](CCC2)C {2-[(1H-Benzimidazol-2-ylmethyl)amino]-1,3-thiazol-5-yl}[(3R)-3-methyl[1,4'-bipiperidine]-1'-yl]methanone